methyl 3-chloro-5-(((1-cyanocyclopropyl)methyl)amino)-4-nitrobenzoate ClC=1C=C(C(=O)OC)C=C(C1[N+](=O)[O-])NCC1(CC1)C#N